CC1(OCCN(C1)CCCN1CN(C2=C3C(=NC(=C21)N)C=CS3)C)C 3-(2,2-dimethylmorpholinopropyl)-1-methyl-1H-imidazo[4,5-d]thieno[3,2-b]pyridin-4-amine